NCCCN(C)C N-(3-aminopropyl)dimethylamine